The molecule is a hydroxy fatty acid that is caprylic (octanoic) acid substituted by a hydroxy group at position 2. It derives from an octanoic acid. It is a conjugate acid of a 2-hydroxyoctanoate. CCCCCCC(C(=O)O)O